N-(di-m-tolylmethyl)-6-(trifluoromethyl)-2-oxo-1,2-dihydropyridine-3-carboxamide C1(=CC(=CC=C1)C(NC(=O)C=1C(NC(=CC1)C(F)(F)F)=O)C=1C=C(C=CC1)C)C